(2-ACETYL-1-OXOISOINDOLIN-7-YL)BORONIC ACID C(C)(=O)N1C(C2=C(C=CC=C2C1)B(O)O)=O